3-(2-(3,4-dimethoxyphenyl)-3-ethyl-1H-indol-5-yl)-5-(piperidin-4-yl)-1,2,4-oxadiazole COC=1C=C(C=CC1OC)C=1NC2=CC=C(C=C2C1CC)C1=NOC(=N1)C1CCNCC1